[SH3+].COC1=CC=C(C=C1)[SH2+] 4-methoxyphenylsulfonium sulfonium